C1=C(C=CC2=CC=CC=C12)NC1=CC=CC=C1 2-naphthyl-(phenyl)amine